(4-(1-methyl-1H-pyrazol-3-yl)phenyl)methanol CN1N=C(C=C1)C1=CC=C(C=C1)CO